(4-fluoro-phenyl)boronic acid FC1=CC=C(C=C1)B(O)O